isobutyl 5-fluoro-3-(1-((1-(2-((4-(furan-3-yl)phenyl)sulfonamido)ethyl)piperidin-4-yl)methyl)-1H-1,2,3-triazol-4-yl)-1H-indole-2-carboxylate FC=1C=C2C(=C(NC2=CC1)C(=O)OCC(C)C)C=1N=NN(C1)CC1CCN(CC1)CCNS(=O)(=O)C1=CC=C(C=C1)C1=COC=C1